N[C@H](C(=O)NC1=C2C=CNC2=CC=C1)CC1=CC=C(C=C1)N1C(CN(CC1)CCCOC)=O (S)-4-(2-amino-3-(4-(4-(3-methoxypropyl)-2-oxopiperazin-1-yl)phenyl)propionamido)-1H-indole